CC1CN(CC(O1)C)CCCCCCCCCCCCCCCC 1-(2,6-dimethylmorpholin-4-yl)hexadecan